[Si](C)(C)(C(C)(C)C)OCCC=1C(=NC(=CC1)Cl)C(C1=C(SC(=C1)C1OCCO1)Cl)NC(OC(C)(C)C)=O tert-butyl {[3-(2-{[tert-butyl(dimethyl)silyl]oxy}ethyl)-6-chloropyridin-2-yl][2-chloro-5-(1,3-dioxolan-2-yl)-3-thienyl]methyl}carbamate